COCCNC(=O)C=1C=CC2=C(C1)C1(CC1)CO2 5-[(2-methoxyethyl)carbamoyl]-2H-spiro[1-benzofuran-3,1'-cyclopropane]